CN1C(N(C2=NC(=NC=C12)NC1=CC=2C(N=C1C)=NSN2)C2CCOCC2)=O 7-Methyl-2-((5-methyl-[1,2,5]thiadiazolo[3,4-b]pyridin-6-yl)amino)-9-(tetrahydro-2H-pyran-4-yl)-7,9-dihydro-8H-purin-8-one